[C@@H]1([C@@H](CCCC1)N)N trans-(R,R)-1,2-cyclohexanediamine